3-(benzyloxy)-N,N-dimethyl-2-((2-oxo-4-(o-tolyl)-2H-chromen-7-yl)oxy)propanamide C(C1=CC=CC=C1)OCC(C(=O)N(C)C)OC1=CC=C2C(=CC(OC2=C1)=O)C1=C(C=CC=C1)C